tert-butyl (1-(5-(3-(benzyloxy)-4-methylphenyl)-6-(4-cyano-3-fluorophenyl)-4-hydroxy-3-((Trimethylsilyl)ethynyl)pyridin-2-yl)piperidin-4-yl)carbamate C(C1=CC=CC=C1)OC=1C=C(C=CC1C)C=1C(=C(C(=NC1C1=CC(=C(C=C1)C#N)F)N1CCC(CC1)NC(OC(C)(C)C)=O)C#C[Si](C)(C)C)O